C(=O)(OC(C)(C)C)N[C@@H](CO)C(C)(C)C (2R)-2-(Boc-amino)-3,3-dimethyl-1-butanol